[Si](C1=CC=CC=C1)(C1=CC=CC=C1)(C(C)(C)C)O[C@@H]1CC[C@]([C@@H](C1)C(=O)O)(C)C(=O)OC (1R,2S,5R)-5-((tert-butyldiphenylsilyl)oxy)-2-(methoxycarbonyl)-2-methylcyclohexane-1-carboxylic acid